2-ethoxy-N-(5-fluoro-6-methoxypyridin-3-yl)-6-hydroxybenzamide C(C)OC1=C(C(=O)NC=2C=NC(=C(C2)F)OC)C(=CC=C1)O